8-(4-Chlorophenyl)-3-methyl-1-(2-methyl-5-(methylsulfonyl)phenyl)-1,3-dihydro-2H-imidazo[4,5-c]quinolin-2-imine ClC1=CC=C(C=C1)C1=CC=2C3=C(C=NC2C=C1)N(C(N3C3=C(C=CC(=C3)S(=O)(=O)C)C)=N)C